C(C)NC(NC1=NC=C(C(=C1)CN1CCN(CC1)C=1C=CC(=NC1C(F)(F)F)C(=O)NC)C(F)(F)F)=O 5-(4-((2-(3-ethylureido)-5-(trifluoromethyl)pyridin-4-yl)methyl)piperazin-1-yl)-N-methyl-6-(trifluoromethyl)picolinamide